[5,7-difluoro-2-(4-fluorophenyl)-1H-indol-3-yl]-N-(5-oxo-1,2-dihydro-pyrrol-4-yl)propionamide FC=1C=C2C(=C(NC2=C(C1)F)C1=CC=C(C=C1)F)C(C(=O)NC1=CCNC1=O)C